COC1=CC=C(C=C1)CN1C(C(CCC1=O)N1C(N(C2=C1C=CC=C2N2[C@@H]1CN(C[C@H]2CC1)C(=O)OCCCC)C)=O)=O butyl (1S,5R)-8-[1-[1-[(4-methoxyphenyl)methyl]-2,6-dioxo-3-piperidyl]-3-methyl-2-oxo-benzimidazol-4-yl]-3,8-diazabicyclo[3.2.1]octane-3-carboxylate